2-(1,4-oxaazepan-4-yl)ethanamine O1CCN(CCC1)CCN